CSC1=CC=C2C(CCOC2=C1)=O 7-(methylthio)chroman-4-one